5-(1-cyano-1-methyl-ethoxy)-3-[(R)-ethylsulfinyl]-N'-hydroxy-pyridine-2-carboxamidine C(#N)C(C)(OC=1C=C(C(=NC1)C(=NO)N)[S@](=O)CC)C